C(#C)C=1C(=CC=C2C=CC=C(C12)C1=NC=C2C(=CC(=NC2=C1F)C)N1[C@@H]2CCN([C@@H]2[C@@H]1C)C(C=C)=O)F 1-((1R,5R,7S)-6-(7-(8-ethynyl-7-fluoronaphthalen-1-yl)-8-fluoro-2-methyl-1,6-naphthyridin-4-yl)-7-methyl-2,6-diazabicyclo[3.2.0]heptan-2-yl)prop-2-en-1-one